O1C(=CC2=C1C=CC=C2)C(C)N 1-(benzofuran-2-yl)ethylamine